8-(4-(4-(2-((2-(2,6-dioxopiperidin-3-yl)-1,3-dioxoisoindolin-5-yl)oxy)acetyl)piperazin-1-yl)piperidin-1-yl)-9-ethyl-6,6-dimethyl-11-oxo-6,11-dihydro-5H-benzo[b]carbazole-3-carbonitrile O=C1NC(CCC1N1C(C2=CC=C(C=C2C1=O)OCC(=O)N1CCN(CC1)C1CCN(CC1)C=1C(=CC2=C(C(C=3NC4=CC(=CC=C4C3C2=O)C#N)(C)C)C1)CC)=O)=O